CN(C(=O)C=1C=CC=C2C(=NC=NC12)N[C@H](CN1CCNCC1)C)C N,N-dimethyl-4-[[(2S)-1-piperazin-1-ylpropan-2-yl]amino]quinazoline-8-carboxamide